tert-butyl ((R)-1-(7-((R)-1-(5,5-difluoro-2-oxotetrahydropyrimidin-1(2H)-yl)ethyl)imidazo[1,2-b]pyridazin-2-yl)-2-((1,1,1-trifluoro-2-methylpropan-2-yl)oxy)ethyl)carbamate FC1(CNC(N(C1)[C@H](C)C1=CC=2N(N=C1)C=C(N2)[C@H](COC(C(F)(F)F)(C)C)NC(OC(C)(C)C)=O)=O)F